caprylic acid decanoate C(CCCCCCCCC)(=O)O.C(CCCCCCC)(=O)O